CS(=O)(=O)CCCO 3-(methylsulfonyl)-1-propanol